dimethylbenzyloxyethyl-ammonium chloride [Cl-].C[NH+](CCOCC1=CC=CC=C1)C